6-(4-(((3r,4r)-4-hydroxy-3-(4-methyl-1-oxo-1,3-dihydroisobenzofuran-5-yl)piperidin-1-yl)methyl)-3-methyl-2-oxo-2,3-dihydro-1H-imidazol-1-yl)-4-methoxypyridine-3-carbonitrile O[C@H]1[C@@H](CN(CC1)CC=1N(C(N(C1)C1=CC(=C(C=N1)C#N)OC)=O)C)C=1C(=C2COC(C2=CC1)=O)C